Cl.ClC=1C=C(OCCN(C2(COCC2)C(=O)N[C@@H](C)C2=CC=C(C(=O)O)C=C2)C)C=CC1 4-[(1S)-1-[[3-[2-(3-Chlorophenoxy)ethyl-methyl-amino]tetrahydrofuran-3-carbonyl]amino]ethyl]benzoic acid, hydrochloride